1-(2-aminoethyl)-4-[(4-methoxyphenoxy)methyl]-1H-1,2,3-triazole NCCN1N=NC(=C1)COC1=CC=C(C=C1)OC